2-[4-(2-oxocyclopentane-1-ylmethyl)phenyl]propanoic acid O=C1C(CCC1)CC1=CC=C(C=C1)C(C(=O)O)C